octyl-ethyl-diethoxysilane C(CCCCCCC)[Si](OCC)(OCC)CC